N-5-chlorosalicylidenesalicylamine ClC1=CC=C(C(C=NCC=2C(O)=CC=CC2)=C1)O